(1S,2S,4R,5R,6R,7S)-7-(2-methylpyridin-4-yl)-N-(5-methylthiazol-2-yl)-8-oxatricyclo[3.2.1.02,4]octane-6-carboxamide CC1=NC=CC(=C1)[C@@H]1[C@H]([C@H]2[C@@H]3C[C@@H]3[C@@H]1O2)C(=O)NC=2SC(=CN2)C